N-(2,2'-dichloro-3'-(4,4,5,5-tetramethyl-1,3,2-dioxaborolan-2-yl)-[1,1'-biphenyl]-3-yl)-1,3-dimethyl-2,4-dioxo-1,2,3,4-tetrahydropyrimidine-5-carboxamide ClC1=C(C=CC=C1NC(=O)C=1C(N(C(N(C1)C)=O)C)=O)C1=C(C(=CC=C1)B1OC(C(O1)(C)C)(C)C)Cl